[Si](C)(C)(C(C)(C)C)OCC(F)(F)C=1C(=C(C=CC1)[C@@H](C)N)F (1R)-1-[3-(2-{[tert-butyl(dimethyl)silyl]oxy}-1,1-difluoroethyl)-2-fluorophenyl]-ethan-1-amine